(3R,5aS,6R,8aS,9R,10R,12R,12aR)-3,6,9-trimethyldecahydro-12H-3,12-epoxypyrano[4,3-j][1,2]benzodioxepine-10-carboxamide C[C@@]12OO[C@]34[C@@H](CC1)[C@@H](CC[C@H]3[C@H]([C@@H](O[C@@H]4O2)C(=O)N)C)C